N-[[4,5-dichloro-2-(prop-2-en-1-yloxy)phenyl]((3R)-pyrrolidin-3-yl)methyl]-2-methylpropane-2-sulfinamide ClC1=CC(=C(C=C1Cl)C(NS(=O)C(C)(C)C)[C@H]1CNCC1)OCC=C